tert-butyl (R)-3-(2-((S)-4-(4-fluorophenyl)-2-methylpiperazin-1-yl)ethyl)-1-oxo-2,8-diazaspiro[4.5]decane-8-carboxylate FC1=CC=C(C=C1)N1C[C@@H](N(CC1)CC[C@@H]1NC(C2(C1)CCN(CC2)C(=O)OC(C)(C)C)=O)C